1-(1-(3-fluorobicyclo[1.1.1]pentan-1-yl)-1H-imidazol-2-yl)-2-methylpropan-1-ol FC12CC(C1)(C2)N2C(=NC=C2)C(C(C)C)O